(2R,3R,4R,5S)-2-(hydroxymethyl)-1-(4-((tetrahydrofuran-3-yl)oxy)phenethyl)piperidine-3,4,5-triol OC[C@H]1N(C[C@@H]([C@H]([C@@H]1O)O)O)CCC1=CC=C(C=C1)OC1COCC1